N1(CCC1)CC1=C(C(=CC=C1)Cl)CO (2-(azetidin-1-ylmethyl)-6-chlorophenyl)methanol